N-allyl-N-[[4-[5-(trifluoro-methyl)-1,2,4-oxadiazol-3-yl]phenyl]methyl]acetamide C(C=C)N(C(C)=O)CC1=CC=C(C=C1)C1=NOC(=N1)C(F)(F)F